hydroxyl-1,2,3,4-tetrahydro-isoquinoline-3-carboxylate OC1NC(CC2=CC=CC=C12)C(=O)[O-]